ClC1=CC=C(N=N1)N[C@H]1CN(CCC1)CC(C)O ((R)-3-((6-chloropyridazin-3-yl)amino)piperidin-1-yl)propan-2-ol